(3bR,4aR)-ethyl 1-(2-oxo-2-(4-(o-tolylamino)piperidin-1-yl)ethyl)-3b,4,4a,5-tetrahydro-1H-cyclopropa[3,4]cyclopenta[1,2-c]pyrazole-3-carboxylate O=C(CN1N=C(C2=C1C[C@@H]1[C@H]2C1)C(=O)OCC)N1CCC(CC1)NC1=C(C=CC=C1)C